5-(4-amino-1-(4-(methylamino)butyl)-1H-pyrazolo[3,4-d]pyrimidin-3-yl)benzo[d]oxazol-2-amine trifluoroacetate salt FC(C(=O)O)(F)F.NC1=C2C(=NC=N1)N(N=C2C=2C=CC1=C(N=C(O1)N)C2)CCCCNC